7-benzyl-2-chloro-N-[2-(6-methoxy-1H-indol-3-yl)ethyl]-5H,6H,7H,8H,9H-pyrimido[4,5-d]azepin-4-amine C(C1=CC=CC=C1)N1CCC2=C(CC1)C(=NC(=N2)Cl)NCCC2=CNC1=CC(=CC=C21)OC